ethylenediamine bis(dimethyl heptanesulfonate) CC(CCCCCC)(S(=O)(=O)O)C.CC(CCCCCC)(S(=O)(=O)O)C.C(CN)N